N-(3-bromo-2-chlorophenyl)-3-fluoro-4-(2-methoxyvinyl)pyridin-2-amine BrC=1C(=C(C=CC1)NC1=NC=CC(=C1F)C=COC)Cl